COC(=O)C=1C=CC(=C(C1)N1C(=CC=C1)C(=O)OC)[N+](=O)[O-] methyl 1-(5-(methoxycarbonyl)-2-nitrophenyl)-1H-pyrrole-2-carboxylate